2-amino-6-hydroxypimelate NC(C(=O)[O-])CCCC(C(=O)[O-])O